C1(CCCCCC1)CN1C=C([C@H]2[C@H](O)[C@H](O)[C@@H](CO)O2)C(NC1=O)=O 1-Cycloheptylmethyl-pseudouridine